BrC1=C(C2=C(CN3[C@@H](CO2)CN(CC3)C(=O)OC(C)(C)C)C=C1C#C[Si](C)(C)C)C tert-butyl (12aR)-9-bromo-10-methyl-8-[(trimethylsilyl)ethynyl]-3,4,12,12a-tetrahydro-6H-pyrazino[2,1-c][1,4]benzoxazepine-2(1H)-carboxylate